Cl.NC1CC2(C3=C(N(C1=O)C)N=CC=C3)CC2 7'-amino-9'-methyl-6',7'-dihydrospiro[cyclopropane-1,5'-pyrido[2,3-b]azepine]-8'(9'H)-one hydrochloride